3-(azetidin-1-yl)-N-(2,2-difluoro-1-phenylethyl)propionamide N1(CCC1)CCC(=O)NC(C(F)F)C1=CC=CC=C1